tert-butyl (3-(2-(2-aminothiazol-5-yl)ethyl)-4-methylphenyl)carbamate NC=1SC(=CN1)CCC=1C=C(C=CC1C)NC(OC(C)(C)C)=O